CC(C(=O)[O-])(CCCC)NC(=O)C1(C(C=CC=C1)C)SSC1=NC=CC=C1 alpha-methyl-alpha-(2-[pyridyldithio]-toluamido)hexanoate